(2S,3S)-5-(6-(difluoromethyl)-5-methylpyridin-3-yl)-2-ethyl-9-fluoro-3-methyl-2,3-dihydrobenzo[f][1,4]oxazepine FC(C1=C(C=C(C=N1)C1=N[C@H]([C@@H](OC2=C1C=CC=C2F)CC)C)C)F